2-(3-(2-(2-aminoethoxy)ethoxy)propanamido)-N-(4,5-dimethylthiazol-2-yl)-4-(methylamino)benzamide NCCOCCOCCC(=O)NC1=C(C(=O)NC=2SC(=C(N2)C)C)C=CC(=C1)NC